3-(1-(2,6-Dioxopiperidin-3-yl)-3-methyl-2-oxo-2,3-dihydro-1H-benzo[d]imidazol-5-yl)propiolaldehyde O=C1NC(CCC1N1C(N(C2=C1C=CC(=C2)C#CC=O)C)=O)=O